[2-(AZOCAN-1-YLMETHYL)-5-FLUOROPHENYL]BORANEDIOL N1(CCCCCCC1)CC1=C(C=C(C=C1)F)B(O)O